2-((1-(2-chlorophenyl)-2-oxo-7-(trifluoromethyl)-1,2-dihydropyrido[2,3-d]pyrimidin-4-yl)amino)acetamide ClC1=C(C=CC=C1)N1C(N=C(C2=C1N=C(C=C2)C(F)(F)F)NCC(=O)N)=O